BrC1=C(C(=O)O)C=C(C(=C1)C(=O)O)[N+](=O)[O-] 2-Bromo-5-nitroterephthalic acid